FCC(=O)C=1C=C(C2=C(N(C(=N2)C)C(C)C)C1)F 2-fluoro-1-(4-fluoro-1-isopropyl-2-methyl-1H-benzimidazol-6-yl)ethan-1-one